N1CCC(CC1)C=1SC2=C(N1)C=CC=C2 2-(piperidin-4-yl)-1,3-benzothiazole